Trimethyl-butyl-ammonium chloride [Cl-].C[N+](CCCC)(C)C